N1=C(C=CC=C1)CC=1N=NC(=NN1)CC1=NC=CC=C1 3,6-di(2-pyridylmethyl)-1,2,4,5-tetrazine